((2-(((2S)-1-((2S)-2-(2-benzylmorpholine-4-carbonyl)pyrrolidin-1-yl)-3,3-dimethyl-1-oxobutan-2-yl)carbamoyl)benzo[b]thiophen-5-yl)difluoromethyl)phosphonic acid C(C1=CC=CC=C1)C1CN(CCO1)C(=O)[C@H]1N(CCC1)C([C@H](C(C)(C)C)NC(=O)C1=CC2=C(S1)C=CC(=C2)C(F)(F)P(O)(O)=O)=O